CC=1NC(=CC(C1)=O)C=1C(=NC=C(C1)C(F)(F)F)C1=CCC(CC1)C(F)(F)F 2-methyl-6-[5-(trifluoromethyl)-2-[4-(trifluoromethyl)cyclohexen-1-yl]-3-pyridinyl]-1H-pyridin-4-one